OC(C(=O)O)C.OC(C(=O)O)C.OC(C(=O)O)C.[Al] aluminum tris(2-hydroxypropionic acid)